4-bromophenyl isocyanate BrC1=CC=C(C=C1)N=C=O